C(C)(=O)O[C@H]1[C@H](O[C@H]([C@@H]([C@H]1OC(C)=O)OC(C)=O)OC1=C(C=CC(=C1)I)COS(=O)(=O)C)COC(C)=O (2R,3S,4S,5R,6S)-2-(acetoxymethyl)-6-(5-iodo-2-(((methyl-sulfonyl)oxy)methyl)phenoxy)tetrahydro-2H-pyran-3,4,5-triyl triacetate